tert-butyl N-Hydroxycarbamate ONC(OC(C)(C)C)=O